S1C(=CC=C1)CC=1NC2=C(N1)C=CC=C2 2-(2-thienylmethyl)benzimidazole